C(C)(C)(C)OC(=O)N1C=CC2=C(C=CC=C12)C#N 4-cyano-1H-indole-1-carboxylic acid tert-butyl ester